1-(tert-butyl) 2-methyl (2R,4S)-4-((tert-butyldimethylsilyl)oxy)-5-oxopyrrolidine-1,2-dicarboxylate [Si](C)(C)(C(C)(C)C)O[C@H]1C[C@@H](N(C1=O)C(=O)OC(C)(C)C)C(=O)OC